NC1=CC=C(OC=2C(=C(C=CC2)S(=O)(=O)C2=C(C(=CC=C2)OC2=CC=C(C=C2)N)C2=CC=CC=C2)C2=CC=CC=C2)C=C1 bis(4-aminophenoxyphenyl-phenyl)sulfone